ClC1=C(OC=2C=CC(N(C2)C(C)C)O)C(=CC(=C1)[N+](=O)[O-])Cl 5-(2,6-dichloro-4-nitrophenoxy)-1-isopropyl-2-hydroxypyridine